C(C)(C)(C)N1N=CC(=C1CCl)OC1=CC(=CC=C1)C(F)(F)F 1-(tert-butyl)-5-(chloromethyl)-4-(3-(trifluoromethyl)phenoxy)-1H-pyrazole